{7-[(3-hydroxy-1-methylazetidin-3-yl)methyl]-6,7,8,9-tetrahydro-3H-pyrrolo[3,2-f]isoquinolin-2-yl}methanone OC1(CN(C1)C)CN1CC2=CC=C3C(=C2CC1)C=C(N3)C=O